2-((tert-butoxycarbonyl)(methyl)amino)ethyl 3-((7-oxooxepan-4-yl)oxy)propanoate O=C1CCC(CCO1)OCCC(=O)OCCN(C)C(=O)OC(C)(C)C